dimethyl-tin bis(isooctyl thioglycolate) C(CCCCC(C)C)C(C(=O)[O-])S.C(CCCCC(C)C)C(C(=O)[O-])S.C[Sn+2]C